tert-butyl 5-{2-[6-chloro-8-(difluoromethoxy) imidazo[1,2-a]pyridin-2-yl] propanamido}-3-cyclopropyl-1H-pyrazole-1-carboxylate ClC=1C=C(C=2N(C1)C=C(N2)C(C(=O)NC2=CC(=NN2C(=O)OC(C)(C)C)C2CC2)C)OC(F)F